P(=O)([O-])([O-])[O-].[NH4+].[NH4+].[NH4+] ammonium phosphate Salt